NC1=CC=C(N=N1)C1CCN(CC1)C(=O)C1=NC=C(C(=C1)OC)OCC(C)(C)C [4-(6-Amino-pyridazin-3-yl)-piperidin-1-yl]-[5-(2,2-dimethyl-propoxy)-4-methoxy-pyridin-2-yl]-methanone